O=C(C(=O)C[C@H](O)[C@H](O)C(=O)[O-])[O-] 2-Dehydro-3-deoxyglucarate